ClC1=C(C=CC=C1F)C(C1(CC1)F)NC=1C=NC(=NC1)C(=O)N[C@H](C)\C=C\S(=O)(=O)C 5-(((2-chloro-3-fluorophenyl)(1-fluorocyclopropyl)methyl)amino)-N-((R,E)-4-(methylsulfonyl)but-3-en-2-yl)pyrimidine-2-carboxamide